O=C1C=2C=CC(=NC2NC=C1)B(O)O (5-oxo-5,8-dihydro-1,8-naphthyridin-2-yl)boronic acid